[6-[(2R,3S,4S,5R)-2-carbamoyl-4,5-dimethyl-5-(trifluoromethyl) tetrahydrofuran-3-yl]-2,3-difluoro-phenyl] trifluoromethanesulfonate FC(S(=O)(=O)OC1=C(C(=CC=C1[C@H]1[C@@H](O[C@]([C@H]1C)(C(F)(F)F)C)C(N)=O)F)F)(F)F